2-(1-Cyclobutyl-1H-pyrazol-4-yl)-3-fluoro-5-[({1-[4-(trifluoromethyl)phenyl]cyclopropyl}carbonyl)amino]benzoic acid C1(CCC1)N1N=CC(=C1)C1=C(C(=O)O)C=C(C=C1F)NC(=O)C1(CC1)C1=CC=C(C=C1)C(F)(F)F